ClC1=CC=2N(C=C1OC)C=C(N2)C 7-chloro-6-methoxy-2-methylimidazo[1,2-a]pyridine